4-chloro-7-(4-formylpiperidin-1-yl)-9H-pyrimido[4,5-b]indole-9-carboxylic acid tert-butyl ester C(C)(C)(C)OC(=O)N1C2=C(C3=CC=C(C=C13)N1CCC(CC1)C=O)C(=NC=N2)Cl